2,3-Dimethyl-3,4,5,6-tetra-hydropyrimidin CC1=NCCCN1C